ClC1=CC(=C(C=C1)C=1C=2N(N=C(C1)N1C[C@H](O[C@@H](C1)C=1C=NN(C1)C1COC1)C)C(C(=C(N2)C)C)=O)F 9-(4-chloro-2-fluoro-phenyl)-2,3-dimethyl-7-[(2R,6R)-2-methyl-6-[1-(oxetan-3-yl)pyrazol-4-yl]morpholin-4-yl]pyrimido[1,2-b]pyridazin-4-one